2-(1,3-thiazol-4-yl)benzimidazole S1C=NC(=C1)C=1NC2=C(N1)C=CC=C2